COC1=CC=C(C(=O)N2CCC=3C2=CN=CC3C3=CC=C(C#N)C=C3)C=C1 4-[1-(4-methoxybenzoyl)-2,3-dihydro-1H-pyrrolo[2,3-c]pyridin-4-yl]Benzonitrile